(3S)-3-{4-[(2R/S)-pentan-2-yloxy]phenyl}hex-4-ynoic acid C[C@H](CCC)OC1=CC=C(C=C1)[C@H](CC(=O)O)C#CC |&1:1|